ClC=1C=C(C(=O)NC23CC(C2)(C3)C(C(=O)NC3=CC=C(C=C3)F)C)C=CC1Cl 3,4-dichloro-N-(3-(1-((4-fluorophenyl)amino)-1-oxopropan-2-yl)bicyclo[1.1.1]pentan-1-yl)benzamide